(E)-2-Butanone CC(CC)=O